rac-tert-butyl ((1R,3R)-3-cyanocyclopentyl)carbamate C(#N)[C@H]1C[C@@H](CC1)NC(OC(C)(C)C)=O |r|